(R)-4-(7-(4-Isopropanesulfonylphenyl)-2-(1H-pyrrolo[2,3-b]pyridin-4-yl)thieno[3,2-d]pyrimidin-4-yl)-3-methylmorpholine C(C)(C)S(=O)(=O)C1=CC=C(C=C1)C1=CSC2=C1N=C(N=C2N2[C@@H](COCC2)C)C2=C1C(=NC=C2)NC=C1